(4-fluorophenyl)-5-(methylthio)-1H-pyrazole-3-carboxylic acid FC1=CC=C(C=C1)N1N=C(C=C1SC)C(=O)O